(1R)-1-(4-Cyclopropyl-3,5-Dimethoxyphenyl)-N-{2-[(1S)-1-Phenylethoxy]Ethyl}Ethan-1-Amine Hydrochloride Cl.C1(CC1)C1=C(C=C(C=C1OC)[C@@H](C)NCCO[C@@H](C)C1=CC=CC=C1)OC